3-[5-fluoro-6-(3-piperidyl)-2-pyridyl]pyrazolo[1,5-a]pyridine FC=1C=CC(=NC1C1CNCCC1)C=1C=NN2C1C=CC=C2